3-[3-Methyl-2-oxo-5-[6-(4-piperidyloxy)hexa-1,4-diynyl]benzimidazol-1-yl]piperidine-2,6-dione CN1C(N(C2=C1C=C(C=C2)C#CCC#CCOC2CCNCC2)C2C(NC(CC2)=O)=O)=O